BrC=1C=C(C=C(C1)C1=CC(=CC=C1)Cl)C(C)N 1-(5-bromo-3'-chloro-[1,1'-biphenyl]-3-yl)ethan-1-amine